6-{2-[1-Benzyl-5-(4-fluoro-phenyl)-3-isopropyl-1H-pyrazol-4-yl]-ethyl}-4-hydroxy-tetrahydro-pyran-2-one C(C1=CC=CC=C1)N1N=C(C(=C1C1=CC=C(C=C1)F)CCC1CC(CC(O1)=O)O)C(C)C